N-(3-((5-bromo-2-((2-ethyl-4-(4-methylpiperazin-1-yl)phenyl)amino)pyrimidin-4-yl)amino)propyl)-N,1-dimethylazetidine-3-carboxamide BrC=1C(=NC(=NC1)NC1=C(C=C(C=C1)N1CCN(CC1)C)CC)NCCCN(C(=O)C1CN(C1)C)C